Phenylpropionic acid sodium salt [Na+].C1(=CC=CC=C1)C(C(=O)[O-])C